N-[4-[(7R)-7-amino-5-azaspiro[2.4]heptan-5-yl]-1-tert-butyl-indazol-5-yl]-1-(2,6-difluorophenyl)-6-oxo-pyridazine-3-carboxamide N[C@H]1CN(CC12CC2)C2=C1C=NN(C1=CC=C2NC(=O)C2=NN(C(C=C2)=O)C2=C(C=CC=C2F)F)C(C)(C)C